C1(CC1)C=1SC2=C(N(C(N=C2N(C)C)=O)C=2C=C(C=O)C=CC2)N1 3-[2-cyclopropyl-7-(dimethylamino)-5-oxo-[1,3]thiazolo[4,5-d]pyrimidin-4-yl]benzaldehyde